Racemic-tert-butyl (1S,2S)-2-(5-hydroxypentyl)-2-methylcyclopropane-1-carboxylate OCCCCC[C@@]1([C@H](C1)C(=O)OC(C)(C)C)C |r|